methyl 4-[1-(2,2-dimethylpropanoyl)-5-(3-fluorophenyl)-6-methyl-pyrrolo[2,3-f]indazol-7-yl]benzoate CC(C(=O)N1N=CC2=CC3=C(C=C12)C(=C(N3C3=CC(=CC=C3)F)C)C3=CC=C(C(=O)OC)C=C3)(C)C